(1S,3S)-3-((1-((6-chloropyridin-3-yl)amino)isoquinolin-6-yl)oxy)cyclohexane-1-carbonitrile ClC1=CC=C(C=N1)NC1=NC=CC2=CC(=CC=C12)O[C@@H]1C[C@H](CCC1)C#N